2,4-dimethyl-1,3-dioxane CC1OCCC(O1)C